3-((7,8-dimethoxy-1H-[1,2,3]triazolo[4,5-c]quinolin-1-yl)methyl)pyrrolidine-1-sulfonamide COC=1C(=CC=2C3=C(C=NC2C1)N=NN3CC3CN(CC3)S(=O)(=O)N)OC